1-(3-(4-Methoxyphenyl)-1,2,4-oxadiazol-5-yl)-N-((1-((6-Methylpyridin-2-yl)methyl)pyrrolidin-3-yl)methyl)piperidin-4-carboxamid COC1=CC=C(C=C1)C1=NOC(=N1)N1CCC(CC1)C(=O)NCC1CN(CC1)CC1=NC(=CC=C1)C